(2-ethoxyethoxy) acetate C(C)(=O)OOCCOCC